CC=1OC(=C(N1)C1=CC=C(C=C1)C(F)(F)F)C=1SC(=CC1)C 2-methyl-5-(5-methylthiophen-2-yl)-4-(4-(trifluoromethyl)phenyl)oxazole